N-(3-fluorophenyl)-1-(morpholinomethyl)-N-((5-(5-(trifluoromethyl)-1,2,4-oxadiazol-3-yl)pyridin-2-yl)methyl)cyclopropane-1-carboxamide FC=1C=C(C=CC1)N(C(=O)C1(CC1)CN1CCOCC1)CC1=NC=C(C=C1)C1=NOC(=N1)C(F)(F)F